C1(CC2C(CC1)O2)CC[Si]2(O[Si](O[Si](O[Si](O2)(C)C)(C)C)(C)C)C [2-(3,4-epoxycyclohexyl)ethyl]-heptamethylcyclotetrasiloxane